FC(C(C1=CC=C(C=C1)F)N1N=CC(=C1)C=1C(=C(C=CC1)C1=CC=2N(C=C1)N=C(N2)N)F)(C)F 7-(3-(1-(2,2-difluoro-1-(4-fluorophenyl)propyl)-1H-pyrazol-4-yl)-2-fluorophenyl)-[1,2,4]triazolo[1,5-a]pyridin-2-amine